OCC1=C2C(=NC=C1)N(N=C2C2CN(C2)C(C(=C)C)=O)C2=CC=C(C=C2)OC(F)(F)F 1-[3-[4-(hydroxymethyl)-1-[4-(trifluoromethoxy)phenyl]pyrazolo[3,4-b]pyridin-3-yl]azetidin-1-yl]-2-methyl-prop-2-en-1-one